C(C)(C)C1=C(C(=CC=C1)C(C)C)N1CN(C(C(C1)(C)C)=O)C1=C(C=CC=C1C(C)C)C(C)C 1,3-bis(2',6'-diisopropylphenyl)-5,5-dimethyl-4-oxo-hexahydropyrimidine